BrC1=CC=C(C=C1)C(C(=O)OCC)(C)C ethyl 2-(4-bromophenyl)-2-methylpropanoate